1-(2-(1-methyl-1H-pyrazol-4-yl)ethyl)-1H-benzo[d]imidazol-2(3H)-one CN1N=CC(=C1)CCN1C(NC2=C1C=CC=C2)=O